C[C@@H]1[C@H]2[C@H](OC1=O)C[C@@H](CC2)C (+)-(3r,3as,6r,7ar)-perhydro-3,6-dimethyl-2-benzo[b]furanone